tert-butyl 4-bromo-2-methyl-3-oxopyrrolidine-1-carboxylate BrC1C(C(N(C1)C(=O)OC(C)(C)C)C)=O